bis(4-(dioctylamino)-2,6-dimethoxyphenyl)methylium C(CCCCCCC)N(C1=CC(=C(C(=C1)OC)[CH+]C1=C(C=C(C=C1OC)N(CCCCCCCC)CCCCCCCC)OC)OC)CCCCCCCC